COC1=NC(=CC(=C1)[C@@H]1NC[C@H](CC1)C)C |r| 2-Methoxy-6-methyl-4-[rac-(2R,5S)-5-methyl-2-piperidyl]pyridine